N-(4-acetamidophenyl)-3-(indolin-1-ylsulfonyl)benzamide C(C)(=O)NC1=CC=C(C=C1)NC(C1=CC(=CC=C1)S(=O)(=O)N1CCC2=CC=CC=C12)=O